(4-cyclopropyl-1H-imidazol-1-yl)benzofuran-2-carbonyl chloride C1(CC1)C=1N=CN(C1)C1=C(OC2=C1C=CC=C2)C(=O)Cl